1-azabicyclo[2.2.2]octane-3-ol N12CC(C(CC1)CC2)O